The molecule is the primary alcohol that is the simplest aliphatic alcohol, comprising a methyl and an alcohol group. It has a role as an amphiprotic solvent, a fuel, a human metabolite, an Escherichia coli metabolite, a mouse metabolite and a Mycoplasma genitalium metabolite. It is an alkyl alcohol, a one-carbon compound, a volatile organic compound and a primary alcohol. It is a conjugate acid of a methoxide. CO